C12(CC3CC(CC(C1)C3)C2)CNCCC2=CC=C(CSC3=C1CN(C(C1=CC=C3)=O)C3C(NC(CC3)=O)=O)C=C2 3-(4-((4-(2-(((adamantan-1-yl)methyl)amino)ethyl)benzyl)thio)-1-oxoisoindolin-2-yl)piperidine-2,6-dione